C(C)(C)(C)OC(=O)N1C[C@H](CC1)[C@@H](C(=O)OC(C)(C)C)CC1=CC(=CC=C1)[N+](=O)[O-] (3R)-3-[(1S)-2-tert-butoxy-1-[(3-nitrophenyl)methyl]-2-oxo-ethyl]pyrrolidine-1-carboxylic acid tert-butyl ester